Cl.NC[C@H](C)C=1C=CC=C2C(=CC=NC12)C(NC)=S (R)-8-(1-aminopropan-2-yl)-N-methylquinoline-4-carbothioamide hydrochloride